CN(C1CCN(CC1)C=1C=C2C(=NC(=NC2=CC1)C1=CC2=CN(N=C2C(=C1O)C)C)C(=O)NC)C 6-[4-(dimethylamino)piperidin-1-yl]-2-(6-hydroxy-2,7-dimethylindazol-5-yl)-N-methylquinazoline-4-carboxamide